C(C)(=O)OC1C2C3C=CC(C1CC2)C3 tricyclo[4.2.1.1(2,5)]dec-3-en-9-ol acetate